2-(aminomethyl)-4-bromo-6-fluoroaniline NCC1=C(N)C(=CC(=C1)Br)F